FC=1C=C(C=C(C1)OC)N(C1=CC=C2N=CC(=NC2=C1)C=1C=NN(C1)CCCCCC(=O)NO)CCNC(C)C 6-(4-(7-((3-Fluoro-5-methoxyphenyl)(2-(isopropylamino)ethyl)amino)quinoxalin-2-yl)-1H-pyrazole-1-yl)-N-hydroxycaproamide